N-(3-chloro-5-(methylsulfonamido)phenyl)-1-(3,5-difluoropyridin-2-yl)-5-methyl-1H-pyrrole-3-carboxamide ClC=1C=C(C=C(C1)NS(=O)(=O)C)NC(=O)C1=CN(C(=C1)C)C1=NC=C(C=C1F)F